3-(((R)-7-((2S,4R)-2-(2,5-difluorophenyl)-4-(ethylamino)piperidine-1-carbonyl)-7-azaspiro[4.5]dec-10-yl)methyl)-6-fluoroquinazolin-4(3H)-one FC1=C(C=C(C=C1)F)[C@H]1N(CC[C@H](C1)NCC)C(=O)N1CC2(CCCC2)[C@@H](CC1)CN1C=NC2=CC=C(C=C2C1=O)F